CC1(NC(CC(C1)NCCCCCCNC1CC(NC(C1)(C)C)(C)C)(C)C)C N,N'-Bis(2,2,6,6-tetra-methyl-4-piperidyl)hexamethylendiamin